NC1=NC2=CC=C(C=C2C(=N1)N)C=1N=NN(C1)C1=CC(=CC=C1)OC 2,4-diamino-6-(1-(3-methoxyphenyl)-1H-1,2,3-triazol-4-yl)quinazoline